(R)-1-(2-(((2R,7aS)-2-fluorohexahydro-1H-pyrrolizin-7a-yl)methoxy)-5,6,7,8-tetrahydropyrido[3,4-d]pyrimidin-4-yl)-3-methylpiperidin-3-ol F[C@@H]1C[C@@]2(CCCN2C1)COC=1N=C(C2=C(N1)CNCC2)N2C[C@@](CCC2)(O)C